(4-vinyl-phenyl)dimethyl-silane C(=C)C1=CC=C(C=C1)[SiH](C)C